5-methyl-1-(2,2,2-trifluoroethyl)pyrazol-4-yl-pyridine-3-carbaldehyde CC1=C(C=NN1CC(F)(F)F)C1=NC=CC=C1C=O